O[C@]1([C@@H](CCC1)N1C(C=CC2=C1N=C(N=C2)SC)=O)C 8-((1R,2R)-2-hydroxy-2-methylcyclopentyl)-2-(methylsulfanyl)pyrido[2,3-d]pyrimidin-7(8H)-one